C(C)OC1=CC=C(CNC(N(C)CC2CCN(CC2)CC(=O)C2=CC=C(C=C2)F)=O)C=C1 3-(4-Ethoxybenzyl)-1-((1-(2-(4-fluorophenyl)-2-oxoethyl)piperidin-4-yl)methyl)-1-methylurea